(S)-Methyl 2-((tert-butoxycarbonyl)amino)-3-(2H-tetrazol-5-yl)propanoate C(C)(C)(C)OC(=O)N[C@H](C(=O)OC)CC=1N=NNN1